COC=1C=C2C=CN=C(C2=CC1OC)NC1=CC=C(C=C1)S(=O)(=O)C 6,7-Dimethoxy-N-(4-methylsulfonylphenyl)isoquinolin-1-amine